5,5'-(ethane-1,2-diylbis(sulfanediyl))bis(1,3,4-thiadiazol-2-amine) C(CSC1=NN=C(S1)N)SC1=NN=C(S1)N